SCCC[Si](OC)(OC)OC γ-mercaptopropyl-trimethoxy-silane